2,2,2-trifluoro-N-(3,3,6-trifluoroindan-1-yl)acetamide FC(C(=O)NC1CC(C2=CC=C(C=C12)F)(F)F)(F)F